CC1=CC(=C(C=C1O)O)C(C(C)C)=O 6-methyl-4-isobutyryl-1,3-benzenediol